CS(=O)(=O)OCCNC=1C=NC2=CC=C(C=C2C1)C=1N=CN(C1C1=NC(=CC=C1)C)COCC[Si](C)(C)C 2-((6-(5-(6-methylpyridin-2-yl)-1-((2-(trimethylsilyl)ethoxy)methyl)-1H-imidazol-4-yl)quinolin-3-yl)amino)ethyl methanesulfonate